COC1=NC(=NC(=C1OC(C(F)([2H])[2H])([2H])[2H])OC)N 4,6-dimethoxy-5-(1,1,2,2-tetradeuterio-2-fluoro-ethoxy)pyrimidin-2-amine